C1(=CC=CC=C1)C=1N=C(SC1OC1=CC(=NC=C1)NC1=C(C(=O)N)C=CC=C1)C(F)(F)F ((4-((4-phenyl-2-(trifluoromethyl)thiazol-5-yl)oxy)pyridin-2-yl)amino)benzamide